CN(C1=CC(=C(C=C1)N=NC=1C=C2C=CC=NC2=CC1)C)C N,N,3-trimethyl-4-(quinolin-6-yldiazenyl)aniline